tert-butyl {[6-(dimethylamino)-4-(dimethylcarbamoyl)-3-{(E)-[(2-methylpropane-2-sulfinyl)imino]methyl}pyridin-2-yl]methyl}methylcarbamate CN(C1=CC(=C(C(=N1)CN(C(OC(C)(C)C)=O)C)/C=N/S(=O)C(C)(C)C)C(N(C)C)=O)C